C(C)(C)(C)P(C1=C(C(=CC=C1OC)OC)C1=C(C=C(C=C1C(C)C)C(C)C)C(C)C)C(C)(C)C 2-(di-t-butylphosphino)-2',4',6'-triisopropyl-3,6-dimethoxy-1,1'-biphenyl